Mercapto-Butyric Acid SC(C(=O)O)CC